C(C(=O)OC=C)(=O)OC=C di(vinyl) oxalate